NC1=NC=CC(=C1Cl)N1C(NC2=NC(=CN=C2C1=O)N1CCC2(CC1)CC1=C(C=NC=C1)[C@H]2N)=O (S)-3-(2-amino-3-chloropyridin-4-yl)-7-(7-amino-5,7-dihydro-spiro[cyclopenta[c]pyridin-6,4'-piperidin]-1'-yl)pteridine-2,4(1H,3H)-dione